Azetidin-3-yl-(4-bromo-2,3-dihydro-1H-pyrrolo[2,3-c]pyridin-1-yl)methanone N1CC(C1)C(=O)N1CCC=2C1=CN=CC2Br